5-(6-bromo-2,3,4,5-tetrahydro-1-benzoazepin-1-yl)-6-fluoro-1-methyl-[1,2,4]triazolo[4,3-a]quinazoline BrC1=CC=CC2=C1CCCCN2C2=NC=1N(C3=CC=CC(=C23)F)C(=NN1)C